C(C=C)(=O)OCCCOC1C(CCCC1)(C(=O)O)C 2-(3-(acryloyloxy)propoxy)-1-methylcyclohexane-1-carboxylic acid